BrC1=CC=CC=2N(C(NC21)=O)[C@H]2CC[C@H](CC2)C(=O)NC2=CC=C(C=C2)C#N (Cis)-4-(4-bromo-2-oxo-2,3-dihydro-1H-1,3-benzodiazol-1-yl)-N-(4-cyanophenyl)cyclohexane-1-carboxamide